CN1C(NC=2N=CNC2C1=O)=O methyl-3,7-dihydro-1H-purine-2,6-dione